C(CC)OC([C@@H](N)CO)=O serine propyl ester